NC=1C2=C(N=CN1)N(C1=C2C=C(C(=N1)N1CCCC1)C)C=1C(=C(C=CC1C)O)C 3-(4-Amino-6-methyl-7-(pyrrolidin-1-yl)-9H-pyrido[3',2':4,5]pyrrolo[2,3-d]pyrimidin-9-yl)-2,4-dimethylphenol